C(C)N(CCOC=1C=NC(=CC1)C=C)CC N,N-diethyl-2-[(6-vinyl-3-pyridinyl)oxy]ethanamine